(S)-Boc-prolinaldehyde C(=O)(OC(C)(C)C)N1[C@@H](CCC1)C=O